3-(5-bromo-2-chlorophenyl)oxazolidine BrC=1C=CC(=C(C1)N1COCC1)Cl